N-[2-(1-benzylpiperidin-4-yl)ethyl]-1-[3-cyano-4-(trifluoromethoxy)phenyl]piperidine-4-carboxamide C(C1=CC=CC=C1)N1CCC(CC1)CCNC(=O)C1CCN(CC1)C1=CC(=C(C=C1)OC(F)(F)F)C#N